CC1(COC2=C1C(=CC=C2)OC=2N=CC(=NC2)N2C(N[C@](C2=O)(C)CC)=O)C (5R)-3-[5-[(3,3-dimethyl-2H-benzofuran-4-yl)oxy]pyrazin-2-yl]-5-ethyl-5-methyl-imidazolidine-2,4-dione